CN1C(NC=C1)(C(=O)N)C(NC1=CN(C(=C1)C(NC1=CN(C(=C1)C(=O)N1C=CC2=CC(=CC=C12)SC)C)=O)C)=O 1-methyl-2-(1-methyl-5-(1-methyl-5-(5-(methylthio)-1H-indole-1-carbonyl)-1H-pyrrol-3-ylcarbamoyl)-1H-pyrrol-3-ylcarbamoyl)-1H-imidazole-2-carboxamide